ClC=1C=C(C=2N=CN=C(C2N1)N[C@@H]1CN(C[C@H](C1)F)C(=O)OC(C)(C)C)C(=O)OC tert-butyl (3S,5S)-3-{[6-chloro-8-(methoxycarbonyl)pyrido[3,2-d]pyrimidin-4-yl]amino}-5-fluoropiperidine-1-carboxylate